isobutyl 4-hydroxybenzoate (isobutyl p-hydroxybenzoate) C(C(C)C)C1=C(C(=O)O)C=CC(=C1)O.OC1=CC=C(C(=O)OCC(C)C)C=C1